(3R)-3,4-Diethyl-2,2-dimethyl-7-propyl-3,4-dihydrochromen-5-ol C(C)[C@H]1C(OC=2C=C(C=C(C2C1CC)O)CCC)(C)C